sodium trifluoromethyl sulfate S(=O)(=O)(OC(F)(F)F)[O-].[Na+]